C(C=C)(=O)O.C(C=C)(=O)O.C1CCCCC1.C1CCCCC1 bis-cyclohexane diacrylate